NCC1CC2(C1)OC(N(C2)[C@@H](C)C=2C=CC=C1C(=C(NC21)C(=O)O)C2=CC(=C(C=C2)NS(=O)(=O)C2COC2)F)=O 7-((S)-1-((2S,4r)-2-(amino-methyl)-6-oxo-5-oxa-7-azaspiro[3.4]octan-7-yl)ethyl)-3-(3-fluoro-4-(oxetane-3-sulfonamido)phenyl)-1H-indole-2-carboxylic acid